N[C@H]1CN(CC[C@H]1C)CCCC(=O)N1CCN(CC1)C=1C(=CC2=C(C(C=3NC4=CC(=CC=C4C3C2=O)C#N)(C)C)C1)CC 8-(4-{4-[(3R,4R)-3-amino-4-methylpiperidin-1-yl]butanoyl}piperazin-1-yl)-9-ethyl-6,6-dimethyl-11-oxo-5H,6H,11H-benzo[b]carbazole-3-carbonitrile